C(#N)C1=NC2=CC(=CC(=C2N=C1N1CC2(C1)CC(C2)(F)F)[C@@H](C)NC2=C(C(=O)O)C=CC=C2)C (R)-2-((1-(2-cyano-3-(6,6-difluoro-2-azaspiro[3.3]heptan-2-yl)-7-meth-ylquinoxalin-5-yl)ethyl)amino)-benzoic acid